FC1=C2C(C(=C(C(C2=CC(=C1)F)=O)CC1=CC=C(C(=N1)C#N)C(F)(F)F)C)=O 6-((5,7-difluoro-3-methyl-1,4-dioxo-1,4-dihydronaphthalen-2-yl)methyl)-3-(trifluoromethyl)picolinonitrile